COB1OC(C2=C1C=CC(=C2)NC2=NC=C(C(=N2)N[C@H](CO)C2=CC=CC=C2)C2=NC(=NO2)N2CCOCC2)(C)C (S)-2-((2-((1-methoxy-3,3-dimethyl-1,3-dihydrobenzo[c][1,2]oxaborol-5-yl)amino)-5-(3-morpholino-1,2,4-oxadiazol-5-yl)pyrimidin-4-yl)amino)-2-phenylethan-1-ol